Cl.NC\C=C(\CN1C=NC2=C1C=C(C=C2C=2C=NC=C(C2)Cl)C#N)/F (Z)-1-(4-amino-2-fluoro-but-2-en-1-yl)-4-(5-chloropyridin-3-yl)-1H-benzo[d]imidazole-6-carbonitrile hydrochloride